(R)- or (S)-1-(3-(6-(4-fluorophenyl)-4-(1-methyl-1H-pyrazol-3-yl)pyridin-3-yl)pyrrolidin-1-yl)prop-2-en-1-one FC1=CC=C(C=C1)C1=CC(=C(C=N1)[C@@H]1CN(CC1)C(C=C)=O)C1=NN(C=C1)C |o1:13|